P(O)(O)(=S)O[C@H]1C[C@@](O[C@@H]1CO)(N1C(=O)NC(=O)C(C)=C1)CCOC methoxyethyl thymidine-3'-phosphorothioate